2-[4-cyclopropyl-6-(trideuteriomethoxy)pyrimidin-5-yl]-9-[[3-ethyl-4-[1-methyl-4-(trifluoromethyl)imidazol-2-yl]phenyl]methyl]-7-(2,2,2-trifluoroethyl)purin-8-imine C1(CC1)C1=NC=NC(=C1C1=NC=C2N(C(N(C2=N1)CC1=CC(=C(C=C1)C=1N(C=C(N1)C(F)(F)F)C)CC)=N)CC(F)(F)F)OC([2H])([2H])[2H]